C(C)C(C(=O)O)CCC 2-Ethylvaleric acid